FC1=C(C#N)C=CC(=C1)C1=CC(=NN1C1=C(C=C(C=C1)N1C[C@H](CC1)OCC)F)C(=O)N1C[C@@H](CCC1)NC 2-fluoro-4-(1-(2-fluoro-4-((S)-3-ethoxypyrrolidin-1-yl)phenyl)-3-((R)-3-(methylamino)piperidine-1-carbonyl)-1H-pyrazol-5-yl)benzonitrile